(2R,11aR)-7-chloro-6-ethoxy-2-hydroxy-8-methyl-2,3,11,11a-tetrahydro-1H,5H-benzo[f]pyrrolo[2,1-c][1,4]oxazepine-5-one ClC=1C(=CC2=C(C(N3[C@@H](CO2)C[C@H](C3)O)=O)C1OCC)C